C(C)C1=C(C=CC=C1)P(C1=CC=CC=C1)(C(C1=C(C=C(C=C1C)C)C)=O)=O ethyl-2,4,6-trimethylbenzoyl-diphenylphosphine oxide